4-nitrobenzyl 2-(3-benzyl-7-oxo-4-thia-2,6-diazabicyclo[3.2.0]hept-2-en-6-yl)-3-methylbutenoate C(C1=CC=CC=C1)C1=NC2C(N(C2S1)C(C(=O)OCC1=CC=C(C=C1)[N+](=O)[O-])=C(C)C)=O